tert-Butyl (4S)-4-[5-[6-tert-butyl-5-(trideuteriomethyl)pyrrolo[2,3-b]pyrazin-3-yl]-1-isopropoxy-5-oxo-pentyl]-2,2-dimethyl-oxazolidine-3-carboxylate C(C)(C)(C)C1=CC=2C(=NC(=CN2)C(CCCC(OC(C)C)[C@H]2N(C(OC2)(C)C)C(=O)OC(C)(C)C)=O)N1C([2H])([2H])[2H]